[N-](S(=O)(=O)C(F)(F)F)S(=O)(=O)C(F)(F)F.C(C=C)(=O)OCC[N+](C)(C)C (2-acryloyloxyethyl)trimethylammonium bis(trifluoromethanesulfonyl)imide salt